The molecule is a L-histidine derivative that is N,N-dimethyl-L-histidine substituted at positions N3 and C5 on the imidazole ring by methyl and mercapto groups respectively. It has a role as a marine metabolite, an antioxidant and a radical scavenger. It is an aryl thiol and a L-histidine derivative. It is a tautomer of an ovothiol C zwitterion. CN1C=NC(=C1C[C@@H](C(=O)O)N(C)C)S